4-dicyanomethylene-2-methylquinolinenitrile C(#N)C(=C1CC(NC2=CC=CC=C12)(C#N)C)C#N